2-methacryloyloxyEthylphosphocholine stearyl-methacrylate C(CCCCCCCCCCCCCCCCC)C=C(C(=O)[O-])C.C(C(=C)C)(=O)OCCOP(=O)(O)OCC[N+](C)(C)C